C(C)(C)(C)O[In-](OC(C)(C)C)OC(C)(C)C tris(tert-butoxy)indium(II)